N-{(1S,2R)-2-[(2'-ethoxybiphenyl-4-yl)oxy]cyclopentyl}propane-2-sulfonamide C(C)OC1=C(C=CC=C1)C1=CC=C(C=C1)O[C@H]1[C@H](CCC1)NS(=O)(=O)C(C)C